2-methyl-5-((1-methylpyrrolidin-2-yl)methoxy)-N-(1-(naphthalen-1-yl)cyclopropyl)benzamide CC1=C(C(=O)NC2(CC2)C2=CC=CC3=CC=CC=C23)C=C(C=C1)OCC1N(CCC1)C